glycine methyl ester HCl salt Cl.COC(CN)=O